CC(C#C)C(C(=O)N)OCCCl (but-3-yn-2-yl)-2-(2-chloroethoxy)acetamide